COC=1C=C(C=C(C1)OC)C=1C2=C(C(N(C1)C)=O)NC=C2 4-(3,5-Dimethoxyphenyl)-6-methyl-1,6-dihydro-7H-pyrrolo[2,3-c]pyridin-7-one